trans-tert-butyl 2-(2-chloro-6-(4,4,5,5-tetramethyl-1,3,2-dioxaborolan-2-yl)pyridin-4-yl)-3-methylmorpholine-4-carboxylate ClC1=NC(=CC(=C1)[C@H]1[C@@H](N(CCO1)C(=O)OC(C)(C)C)C)B1OC(C(O1)(C)C)(C)C